CC1S(CCC1)(=O)=O 2-methyl-1,1-dioxidotetrahydrothiophen